C(C)(C)(C)N1C=CC2=C1N=CN=C2Cl 7-(tert-butyl)-4-chloro-7H-pyrrolo[2,3-d]pyrimidine